3-(5-(4-((4'-chloro-[1,1'-biphenyl]-2-yl)methyl)-3,5-dimethylpiperazine-1-carbonyl)-1-Oxoisoindolin-2-yl)piperidine-2,6-dione ClC1=CC=C(C=C1)C1=C(C=CC=C1)CN1C(CN(CC1C)C(=O)C=1C=C2CN(C(C2=CC1)=O)C1C(NC(CC1)=O)=O)C